L-glutamyl-L-cysteinyl-L-alanine N[C@@H](CCC(=O)O)C(=O)N[C@@H](CS)C(=O)N[C@@H](C)C(=O)O